CN[C@@H](CCSC)C(=O)O L-N-methyl-methionine